Cl.C(C=C)OC1=CC=C(C=C1)C1=NOC(=N1)N1CCNCC1 3-(4-(allyloxy)phenyl)-5-(piperazin-1-yl)-1,2,4-oxadiazole hydrochloride